C1(=CC=CC=C1)C1=CC(=CC(=C1)C1=NC(=NC(=C1)Cl)C1=CC=CC=C1)C1=CC=CC=C1 4-([1,1':3',1''-terphenyl]-5'-yl)-6-chloro-2-phenylpyrimidine